2-Propyl-2-methyl-1,3-propanediol C(CC)C(CO)(CO)C